Cl.Cl.ClC=1C(=NC2=CC=C(C=C2C1)C1=CN=NN1CCN(C)C)N1CCNCC1 2-[5-(3-chloro-2-piperazin-1-yl-6-quinolyl)triazol-1-yl]-N,N-dimethyl-ethanamine dihydrochloride